ClC=1C=C(OCCC2(COC2)O)C=CC1C=1N(C2=NC=NC(=C2N1)OC1(CC1)C)CC1=NC=CC(=C1)C 3-(2-(3-chloro-4-(6-(1-methylcyclopropoxy)-9-((4-methylpyridin-2-yl)methyl)-9H-purin-8-yl)phenoxy)ethyl)oxetan-3-ol